C(=O)O.CC1=C(C=C(C=C1)NC(=O)N1C[C@@H](CC1)CC(F)(F)F)C1=CC(=NC(=C1)N1CCOCC1)C1CN(CC1)C (3S)-N-(4-methyl-3-(2-(1-methylpyrrolidin-3-yl)-6-morpholinopyridin-4-yl)phenyl)-3-(2,2,2-trifluoroethyl)pyrrolidine-1-carboxamide formate